2,3-dihydroisothiazolo[5,4-b]pyridine 1,1-dioxide S1(NCC=2C1=NC=CC2)(=O)=O